C(C1=CC=CC=C1)OC1=CC=C(C=C1)CC(=O)NC1(CCN(CC1)C(=O)C1=CC=C(C=C1)C1=CC(=CC=C1)Cl)CC(=O)O 2-(4-(2-(4-(benzyloxy)phenyl)acetamido)-1-(3'-chloro-[1,1'-biphenyl]-4-carbonyl)piperidin-4-yl)acetic acid